1-(1-methoxypropan-2-yl)-5-(trifluoromethyl)-1H-pyrazole-4-carboxylic acid ethyl ester C(C)OC(=O)C=1C=NN(C1C(F)(F)F)C(COC)C